BrC1=C(C=CC(=C1)NC=1C=2N(C=CN1)C(=CN2)C2=CC(=C(C=C2)OC)F)C(=O)N2CCN(CC2)CCN(C)C [2-bromo-4-[[3-(3-fluoro-4-methoxyphenyl)imidazo[1,2-a]pyrazin-8-yl]amino]phenyl]-[4-[2-(dimethylamino)ethyl]piperazin-1-yl]methanone